C(C)(C)[C@H]1CN(CCN1C)C(=O)OC(C)(C)C tert-butyl (S)-3-isopropyl-4-methylpiperazine-1-carboxylate